ClC1=CC=C(C(=O)NC=2C=C3CN(C(C3=CC2C=C)=O)C2C(NC(CC2)=O)=O)C=C1 4-chloro-N-(2-(2,6-dioxopiperidin-3-yl)-1-oxo-6-vinylisoindolin-5-yl)benzamide